BrC1=CC=C(C=C1)N1CCN(CC1)C(=O)OC(C)(C)C tert-butyl 4-(4-bromophenyl)piperazine-1-carboxylate